FC1([C@H](CNC[C@H]1CNS(N)(=O)=O)C)F (3S,5S)-4,4-difluoro-3-methyl-5-[(sulfamoylamino)methyl]piperidine